N(=[N+]=[N-])CC1=CC(=CC=C1)[N+](=O)[O-] 1-(azidomethyl)-3-nitrobenzene